FC(OC1=NC(=CC=C1NC(=O)C1(CN(C1)C[C@H](CNC(CO)=O)O)C1=C(C=CC=C1)C(C)C)C)F (S)-N-(2-(difluoromethoxy)-6-methylpyridin-3-yl)-1-(2-hydroxy-3-(2-hydroxyacetamido)propyl)-3-(2-isopropylphenyl)azetidine-3-carboxamide